BrC=1C=C(C2=C(C(=CO2)COC2=C(C=CC=C2)CC(=O)OCC)C1)CN(C)C1CC1 ethyl 2-(2-((5-bromo-7-((cyclopropyl(methyl)amino)methyl)benzofuran-3-yl)methoxy)phenyl)acetate